3,5,7-trimethyloctanenitrile CC(CC#N)CC(CC(C)C)C